C(C)(C)C(COC(CC)=O)(COC(CC)=O)CCC(C)C 2-isopropyl-2-isopentyl-1,3-dipropionyloxypropane